tert-butyl (2-((4-(2-amino-[1,2,4]triazolo[1,5-a]pyridin-5-yl)-2-(N,N-bis(4-methoxybenzyl)sulfamoyl)-3-(2-(4-methoxybenzyl)-2H-tetrazol-5-yl)phenyl)sulfonyl)ethyl)carbamate NC1=NN2C(C=CC=C2C2=C(C(=C(C=C2)S(=O)(=O)CCNC(OC(C)(C)C)=O)S(N(CC2=CC=C(C=C2)OC)CC2=CC=C(C=C2)OC)(=O)=O)C=2N=NN(N2)CC2=CC=C(C=C2)OC)=N1